N(=[N+]=[N-])CCOCCOCCOCCOCCOCCOCCOCCOCCOCCO 1-azido-3,6,9,12,15,18,21,24,27,30-decaoxatriacontane